COC(C=C1CCN(CC1)C(=O)OC(C)(C)C)=O tert-Butyl 4-(2-methoxy-2-oxoethylidene)piperidine-1-carboxylate